1,1'-(6-((4-(((4-aminopyrimidin-2-yl)oxy)methyl)benzyl)carbamoyl)-2-diazo-3-oxo-2,3-dihydrospiro[indene-1,9'-xanthene]-3',6'-diyl)bis(N,N-dimethylazetidine-3-carboxamide) NC1=NC(=NC=C1)OCC1=CC=C(CNC(=O)C2=CC=C3C(C(C4(C5=CC=C(C=C5OC=5C=C(C=CC45)N4CC(C4)C(=O)N(C)C)N4CC(C4)C(=O)N(C)C)C3=C2)=[N+]=[N-])=O)C=C1